NC1=C(C=C(CNC(OC(C)(C)C)=O)C=C1C)F tert-butyl (4-amino-3-fluoro-5-methylbenzyl)carbamate